6-((2R,6S)-2,6-di-methylmorpholino)quinoline-4-carboxylic acid tert-butyl ester C(C)(C)(C)OC(=O)C1=CC=NC2=CC=C(C=C12)N1C[C@H](O[C@H](C1)C)C